[Br-].CC=1NC=C[N+]1CCCCCCCC Methyl-3-n-octylimidazolium bromide